trans-resveratrol 4'-hydrogensulfate S(=O)(=O)(O)OC1=CC=C(/C=C/C2=CC(O)=CC(O)=C2)C=C1